CC1=C(SC=C1)C1=NOC2(C1)C(NCC2)=O 3-(3-methyl-2-thienyl)-1-oxa-2,7-diazaspiro[4.4]non-2-en-6-one